tert-Butyl 4-oxo-3-(phenylamino)-2-(pyridin-3-yl)-1,4,6,7-tetrahydro-5H-pyrrolo[3,2-c]pyridine-5-carboxylate O=C1N(CCC2=C1C(=C(N2)C=2C=NC=CC2)NC2=CC=CC=C2)C(=O)OC(C)(C)C